(1S,2S)-2-((2-fluoro-6-(5-(hydroxymethyl)-1-methyl-1H-1,2,3-triazol-4-yl)pyridin-3-yl)carbamoyl)cyclohexane-1-carboxylic acid methyl ester COC(=O)[C@@H]1[C@H](CCCC1)C(NC=1C(=NC(=CC1)C=1N=NN(C1CO)C)F)=O